2-(7-((2S,5R)-2,5-diethyl-4-(1-(4-(morpholinomethyl)phenyl)ethyl)piperazin-1-yl)-4-methyl-5-oxo-4,5-dihydro-2H-pyrazolo[4,3-b]pyridin-2-yl)acetonitrile C(C)[C@@H]1N(C[C@H](N(C1)C(C)C1=CC=C(C=C1)CN1CCOCC1)CC)C=1C=2C(N(C(C1)=O)C)=CN(N2)CC#N